COC(=O)C=1N=C(SC1)C(=O)C1=CNC2=CC=CC=C12 2-(1H-Indol-3-ylcarbonyl)-4-thiazolecarboxylic acid methyl ester